BrC=1C=C(C(=O)N[C@@H](CCCNC(OC(C)(C)C)=O)C=2OC(=CN2)C2=CC=C(C=C2)Cl)C=CC1 tert-Butyl (S)-(4-(3-bromobenzamido)-4-(5-(4-chlorophenyl)oxazol-2-yl)butyl)carbamate